N(=[N+]=[N-])CCOCCOCCOCCNC(CCC)=O 1-azido-13-oxo-3,6,9-trioxa-12-azahexadecan